(1S,4S)-4-(8-((3-chlorophenyl)amino)-2-((tetrahydro-2H-pyran-4-yl)amino)-9H-purin-9-yl)cyclohexane-1-carboxamide bis(4-t-butylcyclohexyl)peroxydicarbonate C(C)(C)(C)C1CCC(CC1)OC(=O)OOC(=O)OC1CCC(CC1)C(C)(C)C.ClC=1C=C(C=CC1)NC=1N(C2=NC(=NC=C2N1)NC1CCOCC1)C1CCC(CC1)C(=O)N